2-[(4-chloro-2-isopropyl-pyrrolo[2,3-b]pyridin-1-yl)methoxy]ethyl-trimethyl-silane ClC1=C2C(=NC=C1)N(C(=C2)C(C)C)COCC[Si](C)(C)C